4-(1-{4,4-difluoro-1-[3-(methylsulfonyl)phenyl]but-3-en-1-yl}-1H-pyrazol-4-yl)-7H-pyrrolo-[2,3-d]pyrimidine trifluoroacetate FC(C(=O)O)(F)F.FC(=CCC(C1=CC(=CC=C1)S(=O)(=O)C)N1N=CC(=C1)C=1C2=C(N=CN1)NC=C2)F